(4-(2-oxo-2,3-dihydro-1H-benzo[d]imidazol-1-yl)cyclohexyl)carbamic acid tert-butyl ester C(C)(C)(C)OC(NC1CCC(CC1)N1C(NC2=C1C=CC=C2)=O)=O